3-[[4-[[2-(5-Chloro-2-hydroxyphenyl)acetyl]amino]pyridin-2-carbonyl]amino]piperidin ClC=1C=CC(=C(C1)CC(=O)NC1=CC(=NC=C1)C(=O)NC1CNCCC1)O